NC1=C(SC2=NC(=CC=C21)C)C(=O)N[C@H]2COC1=C(C2)C=CC(=C1)N1CC2(C1)OCC[C@H]2N 3-amino-N-[(3R)-7-[(8R)-8-amino-5-oxa-2-azaspiro[3.4]octan-2-yl]-3,4-dihydro-2H-1-benzopyran-3-yl]-6-methylthieno[2,3-b]pyridine-2-carboxamide